methyl 3-cyclobutyl-1-hydroxy-1,3-dihydrobenzo[c][1,2]oxaborole-3-carboxylate C1(CCC1)C1(C2=C(B(O1)O)C=CC=C2)C(=O)OC